C(C)C=1C(=C(C(=CC1)OC)S(=O)(=O)Cl)OC 3-ethyl-2,6-dimethoxybenzenesulfonyl chloride